iron-cerium salt [Ce].[Fe]